C(C\C=C/CC)CC(=O)[O-].OCCC1=CC=C(OC2=CC=C3C(C(C=4C=CC=C2C43)=O)=O)C=C1.[Pd+2].C(C\C=C/CC)CC(=O)[O-] palladium 5-[4-(2-hydroxyethyl)phenoxy]acenaphthoquinone z-3-hexenyl-acetate